CC1=C(C=C(C=C1)C=1C(=NC=CC1C(F)(F)F)C(=O)N)C1=CC2=C(N=C(N=C2)S(=O)C)N2C1=NCC2 (4-methyl-3-(2-(methylsulfinyl)-8,9-dihydroimidazo[1',2':1,6]pyrido[2,3-d]pyrimidin-6-yl)phenyl)-4-(trifluoromethyl)picolinamide